CC1=NN=C(N1C=1C=CC(=NC1)OC)C 5-(3,5-dimethyl-4H-1,2,4-triazol-4-yl)-2-methoxypyridine